COC1=CC=C(C=C1)C1(C=CC2=C(O1)C=1C=C(C(=CC1C1=C2C(C2=CC(=CC=C21)C(F)(F)F)(CC)CC)N2CCCCC2)OC)C2=CC=C(C=C2)OC 3,3-bis-(4-methoxyphenyl)-6-methoxy-7-piperidino-11-trifluoromethyl-13,13-diethyl-3H,13H-indeno[2',3':3,4]naphtho[1,2-b]pyran